1-[2-(2-chlorophenyl)-3-(4-chlorophenyl)-5-[[2-(ethylamino)-2-oxo-ethyl]-methyl-amino]pyrazolo[1,5-a]pyrimidin-7-yl]-4-ethoxy-piperidine-4-carboxamide ClC1=C(C=CC=C1)C1=NN2C(N=C(C=C2N2CCC(CC2)(C(=O)N)OCC)N(C)CC(=O)NCC)=C1C1=CC=C(C=C1)Cl